COC(=O)N1CCC(CC1)N1N=CC=2C1=NC(=NC2N2CCOCC2)C2=CC=C(C=C2)NC(=O)OC 4-[6-[4-[(Methoxycarbonyl)amino]phenyl]-4-(4-morpholinyl)-1H-pyrazolo[3,4-d]pyrimidin-1-yl]-1-piperidinecarboxylic acid methyl ester